(S)-6-chloro-2-(4-(2,5-difluorophenyl)-2-(3-fluoropyrrolidin-1-yl)pyridin-3-yl)-1H-imidazo[4,5-c]pyridine ClC1=CC2=C(C=N1)N=C(N2)C=2C(=NC=CC2C2=C(C=CC(=C2)F)F)N2C[C@H](CC2)F